O.[W](=O)(=O)=O tungsten(VI) oxide hydrate